methyl 4-[(1S)-1-[[4-[[4-(trifluoromethyl)phenyl]methyl]-1H-indazole-3-carbonyl]amino]ethyl]benzoate FC(C1=CC=C(C=C1)CC1=C2C(=NNC2=CC=C1)C(=O)N[C@@H](C)C1=CC=C(C(=O)OC)C=C1)(F)F